(R)-2-hydroxy-3-((R)-2-(2-oxoimidazolidine-1-carboxamido)-2-(4-phosphonophenyl)acetamido)-3,4-dihydro-2H-benzo[e][1,2]oxaborinine-8-carboxylic acid OB1OC2=C(C[C@@H]1NC([C@@H](C1=CC=C(C=C1)P(=O)(O)O)NC(=O)N1C(NCC1)=O)=O)C=CC=C2C(=O)O